ClC=1C(=NC=C(C1)C(F)(F)F)C1=NOC(=N1)C(=O)NCC1=C(C=C(C=C1)F)F (3-chloro-5-(trifluoromethyl)pyridin-2-yl)-N-(2,4-difluorobenzyl)-1,2,4-oxadiazole-5-carboxamide